CC=1C=C(C=C(C1)B1OC(C(O1)(C)C)(C)C)CO [3-methyl-5-(4,4,5,5-tetramethyl-1,3,2-dioxaborolan-2-yl)phenyl]methanol